BrC=1C(=NC=C(C1)OC)OC1CC1 3-bromo-2-(cyclopropoxy)-5-methoxy-pyridine